O[C@@H](C(=O)NCCC(=O)OCCCCCCCCCCC)C(CO)(C)C Undecyl (R)-3-(2,4-dihydroxy-3,3-dimethylbutanamido)propanoate